C(C1=CC=CC=C1)OC1=NC(=CC=C1C1=NN(C2=CC(=CC=C12)C=1CCN(CC1)C1CCC(CC1)CNC(OC(C)(C)C)=O)C)OCC1=CC=CC=C1 tert-butyl ((4-(4-(3-(2,6-bis(benzyloxy)pyridin-3-yl)-1-methyl-1H-indazol-6-yl)-3,6-dihydropyridin-1(2H)-yl)cyclohexyl)methyl)carbamate